thiadiazoloquinoxaline S1N=NC=2C=CC=3N=CC=NC3C21